COC1=CC(=CC2=C1N=C(O2)C)NC(=O)C2=NC=C(N=C2)N2C[C@@H](CC2)NC (R)-N-(4-methoxy-2-methylbenzo[d]oxazol-6-yl)-5-(3-(methylamino)pyrrolidin-1-yl)pyrazine-2-carboxamide